Ethyl 1-[(2-chlorophenyl)methyl]-5-(1-methyl-1H-indazol-5-yl)-1H-pyrazole-3-carboxylate ClC1=C(C=CC=C1)CN1N=C(C=C1C=1C=C2C=NN(C2=CC1)C)C(=O)OCC